C12(CC(C1)(C2)NC(=O)[O-])NC(=O)OC methyl bicyclo[1.1.1]pentane-1,3-dicarbamate